[13C]([13CH2][13CH2][13CH2][13CH2][13CH2][13CH2][13CH2][13CH2][13CH2][13CH2][13CH2][13CH2][13CH2][13CH2][13CH2][13CH2][13CH3])(=O)SCCNC(CCNC([C@@H](C(COP(OP(OC[C@@H]1[C@H]([C@H]([C@@H](O1)N1C=NC=2C(N)=NC=NC12)O)OP(=O)(O)O)(=O)O)(=O)O)(C)C)O)=O)=O stearoyl-13C18-Coenzyme a